1,4-butanediol bissuccinate C(CCC(=O)O)(=O)O.C(CCC(=O)O)(=O)O.C(CCCO)O